N1-(3,4-dichloro-1H-indol-7-yl)-N4-(2-(pyridin-2-yl)ethyl)benzene-1,4-disulfonamide ClC1=CNC2=C(C=CC(=C12)Cl)NS(=O)(=O)C1=CC=C(C=C1)S(=O)(=O)NCCC1=NC=CC=C1